The molecule is a branched amino tetrasaccharide consisting of a linear trisaccharide of beta-D-galactose, N-acetyl-beta-D-glucosamine and (at the reducing end) N-acetyl-D-galactosamine residues linked sequentially (1->3) and (1->6), to the N-acetyl-D-galactosamine residue of which is also linked (1->3) a further beta-D-galactose residue. It is an amino tetrasaccharide, a galactosamine oligosaccharide and a glucosamine oligosaccharide. CC(=O)N[C@@H]1[C@H]([C@@H]([C@H](O[C@H]1OC[C@@H]2[C@@H]([C@@H]([C@H](C(O2)O)NC(=O)C)O[C@H]3[C@@H]([C@H]([C@H]([C@H](O3)CO)O)O)O)O)CO)O)O[C@H]4[C@@H]([C@H]([C@H]([C@H](O4)CO)O)O)O